[C@@H]12[C@@H]3C([C@@H]3[C@@H](CC1)C2)C(=O)OCC(COC(CCCN(C)C)=O)COC(CCCCCCC\C=C/C\C=C/CCCCC)=O 3-((4-(dimethylamino)butanoyl)oxy)-2-((((9Z,12Z)-octadeca-9,12-dienoyl)oxy)methyl)propyl (1R,2S,3s,4R,5S)-tricyclo[3.2.1.02,4]octane-3-carboxylate